cyclopentyl 3-cyanopyrrolidine-1-carboxylate C(#N)C1CN(CC1)C(=O)OC1CCCC1